2-(((2R,3R,4S,5R)-3,4,5,6-tetrakis(benzyloxy)tetrahydro-2H-pyran-2-yl)methoxy)acetic acid C(C1=CC=CC=C1)O[C@@H]1[C@H](OC([C@@H]([C@H]1OCC1=CC=CC=C1)OCC1=CC=CC=C1)OCC1=CC=CC=C1)COCC(=O)O